2-(2-bromo-4-chloro-5-methoxy-phenyl)-5-methyl-thiazole BrC1=C(C=C(C(=C1)Cl)OC)C=1SC(=CN1)C